C(C)(=O)O[C@H]1[C@H](OC(C)=O)[C@@H](OC(C)=O)[C@H](OC(C)=O)[C@H](O1)C(=O)O 1,2,3,4-tetra-O-acetyl-β-D-glucuronic acid